4-(2-((1-Cyclopropyl-1H-pyrazol-4-yl)amino)-5-(difluoromethyl)pyrimidin-4-yl)benzoic Acid C1(CC1)N1N=CC(=C1)NC1=NC=C(C(=N1)C1=CC=C(C(=O)O)C=C1)C(F)F